Cl.NC1=CC=C(CC2=NN(C(C3=CC(=C(C=C23)OC)OC)=O)C)C=C1 4-(4-aminobenzyl)-6,7-dimethoxy-2-methylphthalazin-1(2H)-one hydrochloride